COC1=CC(=NC=N1)O[C@H]1CC[C@@H](N(C1)CC1=CN=C(S1)NC(C)=O)C N-(5-(((2S,5S)-5-((6-methoxypyrimidin-4-yl)oxy)-2-methylpiperidin-1-yl)methyl)thiazol-2-yl)acetamide